ClC=1C2=C(SC1C(=O)NC1=NC(=C(C(=C1C)C)O)C)C=C(C=C2)C 3-chloro-N-(5-hydroxy-3,4,6-trimethylpyridin-2-yl)-6-methylbenzo[b]thiophene-2-carboxamide